chloro-8-nitro-1-((2-(trimethylsilyl)ethoxy)methyl)-3,4-dihydro-1H-benzo[c][1,2,6]thiadiazine 2,2-dioxide ClN1CC2=C(N(S1(=O)=O)COCC[Si](C)(C)C)C(=CC=C2)[N+](=O)[O-]